C1(=CC=CC=C1)C1=NC(=NC(=N1)C1=CC=CC=C1)C1=C(C=CC=C1)O 2-(4,6-diphenyl-1,3,5-triazin-2-yl)phenol